5-fluoro-4-(3-isopropyl-2,6-dimethyl-3H-thieno[2,3-d]imidazol-5-yl)-N-(5-(1-methylazetidin-3-yl)pyridin-2-yl)pyrimidin-2-amine FC=1C(=NC(=NC1)NC1=NC=C(C=C1)C1CN(C1)C)C1=C(C2=C(N(C(=N2)C)C(C)C)S1)C